(1S,2R)-2-aminocyclohexyl 6-(5-(6-methylpyridin-2-yl)-1H-imidazol-4-yl)quinoline-3-carboxylate CC1=CC=CC(=N1)C1=C(N=CN1)C=1C=C2C=C(C=NC2=CC1)C(=O)O[C@@H]1[C@@H](CCCC1)N